O=C1N(CCC1)C1=CC=C(C=C1)C=1C=C(C=NC1)C1=C2C(=NC=C1)NC(=C2)C(=O)OC(C)C isopropyl 4-(5-(4-(2-oxopyrrolidin-1-yl) phenyl) pyridin-3-yl)-1H-pyrrolo[2,3-b]pyridine-2-carboxylate